Tert-butyl (R)-3-((4-(4-bromo-2-methoxyphenyl)-7-methylphthalazin-1-yl)amino)piperidine-1-carboxylate BrC1=CC(=C(C=C1)C1=NN=C(C2=CC(=CC=C12)C)N[C@H]1CN(CCC1)C(=O)OC(C)(C)C)OC